2-(3,5-dichlorophenyl)-N-(3-hydroxypropyl)benzo[d]oxazole-6-carboxamide ClC=1C=C(C=C(C1)Cl)C=1OC2=C(N1)C=CC(=C2)C(=O)NCCCO